C(C)N1C[C@@H](N(CC1)C(=O)OC(C)(C)C)C tert-Butyl (S)-4-ethyl-2-methylpiperazine-1-carboxylate